trimethyl-(methoxymethyl)phosphine CP(COC)(C)C